styrene butylacrylate C(CCC)OC(C=C)=O.C=CC1=CC=CC=C1